ClCC(CC1([C@@H]2C[C@@H]2CN1)C(=O)OC)=C methyl (1R,5S)-2-(2-(chloromethyl) allyl)-3-azabicyclo[3.1.0]hexane-2-carboxylate